C(C)(C)(C)C1=C(C(=C(CN2CN(CN(C2)CC2=C(C(=C(C=C2C)C(C)(C)C)O)C)CC2=C(C(=C(C=C2C)C(C)(C)C)O)C)C(=C1)C)C)O 1,3,5-tris(4-tert-butyl-3-hydroxy-2,6-dimethyl-benzyl)1,3,5-triazine